1-((3S,5R)-1-acryloyl-5-methylpyrrolidin-3-yl)-3-((1-cyclopropyl-4,6-difluoro-1H-benzo[d]imidazol-5-yl)ethynyl)-5-(methylamino)-1H-pyrazole-4-carboxamide C(C=C)(=O)N1C[C@H](C[C@H]1C)N1N=C(C(=C1NC)C(=O)N)C#CC1=C(C2=C(N(C=N2)C2CC2)C=C1F)F